C([O-])(O)=O.C(CCCCCCCCC)[N+](C)(C)CCCCCCCCCC Didecyl-Dimethylammonium Bicarbonate